9-(1-((benzyloxy)methyl)-2-oxabicyclo[2.2.2]octan-4-yl)-5-methyl-5,6-dihydroimidazo[1,5-a]pyrazolo[5,1-c]pyrazine C(C1=CC=CC=C1)OCC12OCC(CC1)(CC2)C2=NN1C(C=3N(C(C1)C)C=NC3)=C2